F\C=C/1\CC2(CCCN2C1)CO (Z)-(2-(fluoromethylene)tetrahydro-1H-pyrrolizin-7a(5H)-yl)methanol